CC1CC(C=C(C1)NC(C1=C(C=CC=C1)C(F)(F)F)=O)=O N-(5-methyl-3-oxocyclohex-1-en-1-yl)-2-(trifluoromethyl)benzamide